4-(3-((((1S,3S)-3-aminocyclohexyl)methyl)amino)-1-(4-(4-hydroxypiperidin-1-yl)phenyl)-1H-pyrazol-5-yl)-2-fluorobenzonitrile N[C@@H]1C[C@H](CCC1)CNC1=NN(C(=C1)C1=CC(=C(C#N)C=C1)F)C1=CC=C(C=C1)N1CCC(CC1)O